2-[4-(3,5-dimethylisoxazol-4-yl)pyrazol-1-yl]-N-(5-pyrazin-2-yl-2-pyridyl)acetamide CC1=NOC(=C1C=1C=NN(C1)CC(=O)NC1=NC=C(C=C1)C1=NC=CN=C1)C